16,16-dimethyl-4,13-dioxo-7,10-dioxa-3,14-diazaheptadecylamide CC(CNC(CCOCCOCCC(NCC(=O)N)=O)=O)(C)C